FC(C1=C(O[C@H]2C3(CC3)CCNC2)C=CC=C1)(F)F (S)-4-(2-trifluoromethylphenoxy)-6-azaspiro[2.5]octane